7-[[(1S)-1-[4-(2-cyclopropyl-1-piperazin-1-yl-ethyl)phenyl]ethyl]amino]-1-ethyl-4H-pyrimido[4,5-d][1,3]oxazin-2-one C1(CC1)CC(N1CCNCC1)C1=CC=C(C=C1)[C@H](C)NC=1N=CC2=C(N(C(OC2)=O)CC)N1